C(C)ON1C=[N+](C=C1)OCC 1,3-diethoxyimidazolium